Butyl (S)-2-(3-(3-((4-bromobenzyl)(cyclopropyl)carbamoyl)piperidin-1-yl)phenoxy)-2-methylpropanoate BrC1=CC=C(CN(C(=O)[C@@H]2CN(CCC2)C=2C=C(OC(C(=O)OCCCC)(C)C)C=CC2)C2CC2)C=C1